ClC=1NN=C2C=CC(=C(C12)Cl)C1=NNC2=NC=NC=C21 3-(3,4-dichloro-2H-indazol-5-yl)-1H-pyrazolo[3,4-d]pyrimidine